C(C)NC(CCCCCCCCCCCCCCCCC(=O)NC(C(=O)O)C)=O (18-(ethylamino)-18-oxooctadecanamido)propanoic acid